2,5-dimethylpyrimidin-4-amine CC1=NC=C(C(=N1)N)C